CC1=C(C=CC=C1)[N+](=O)[O-] 1-methyl-2-nitrobenzene